(1r,4r)-4-((3-chloro-4-cyanophenoxy)cyclohexyl)-6-(4-((4-(4-(2,4-dioxo-1,2,3,4-tetrahydropyrimidin-5-yl)phenyl)Piperazine-1-yl)methyl)piperidin-1-yl)pyridazine-3-carboxamide ClC=1C=C(OC2(CCCCC2)C2=C(N=NC(=C2)N2CCC(CC2)CN2CCN(CC2)C2=CC=C(C=C2)C=2C(NC(NC2)=O)=O)C(=O)N)C=CC1C#N